1,1-bis(methoxymethyl)4,7-dimethylindene COCC1(C=CC2=C(C=CC(=C12)C)C)COC